7,9-di-tert-butyl-4-phenyl-3-(m-tolyl)-1-oxa-2-azaspiro[4.5]deca-2,6,9-trien-8-one C(C)(C)(C)C1=CC2(C(C(=NO2)C=2C=C(C=CC2)C)C2=CC=CC=C2)C=C(C1=O)C(C)(C)C